C1(=CC=CC=C1)[N-]CCCCCCCCCCCCCCCCCC N-phenyl-octadecyl-amide